(3S,5aR,6R,7R,8aS)-6-[(1E,3R)-4-(2,5-difluorophenoxy)-3-hydroxy-1-buten-1-yl]-3-(4-hydroxybutyl)octahydro-2H-cyclopenta[b]oxepine-7-ol FC1=C(OC[C@@H](/C=C/[C@H]2[C@@H](C[C@@H]3OC[C@H](CC[C@@H]32)CCCCO)O)O)C=C(C=C1)F